7-cyclopropyl-6-(1H-pyrazol-4-yl)-2-(quinuclidin-2-yl)thieno[3,2-d]pyrimidin-4(3H)-one C1(CC1)C1=C(SC2=C1N=C(NC2=O)C2N1CCC(C2)CC1)C=1C=NNC1